(3S,4S)-4-(Dimethylamino)pyrrolidin-3-ol CN([C@@H]1[C@H](CNC1)O)C